(4-oxo-4H-quinolin-1-yl)-acetyl-(4-tert-butylbenzylidene)hydrazine O=C1C=CN(C2=CC=CC=C12)N(N=CC1=CC=C(C=C1)C(C)(C)C)C(C)=O